S(=O)(=O)([O-])[O-].[Mn+2].[K] potassium manganous sulfate